[1-(prop-2-yl)-1H-imidazol-4-yl]methanone CC(C)N1C=NC(=C1)C=O